N-(4-bromo-7-fluoro-1,3-benzothiazol-2-yl)carbamic acid tert-butyl ester C(C)(C)(C)OC(NC=1SC2=C(N1)C(=CC=C2F)Br)=O